rac-(1R,2R,3S,3aR,8bS)-2-(5-mercapto-1,3,4-oxadiazol-2-yl)-6,8-dimethoxy-3a-(4-methoxyphenyl)-3-phenyl-2,3,3a,8b-tetrahydro-1H-cyclopenta[b]benzofuran-1,8b-diol SC1=NN=C(O1)[C@H]1[C@H]([C@@]2([C@@](OC3=C2C(=CC(=C3)OC)OC)([C@@H]1C1=CC=CC=C1)C1=CC=C(C=C1)OC)O)O |r|